1-(1-methyl-6-(piperazin-1-yl)-1H-indazol-3-yl)dihydropyrimidine-2,4(1H,3H)-dione trifluoroacetate FC(C(=O)O)(F)F.CN1N=C(C2=CC=C(C=C12)N1CCNCC1)N1C(NC(CC1)=O)=O